NC1=C(C2=C(C(N1C1=C(C(=CC=C1C)O)C)=O)C(=C(S2)C)C)C(=O)N 6-amino-5-(3-hydroxy-2,6-dimethylphenyl)-2,3-dimethyl-4-oxo-4,5-dihydrothieno[3,2-c]pyridine-7-carboxamide